FC1CN(C1)CCNC(NC1=CC=C(C=C1)C=1C=CC2=C(N(C=N2)C=2C=C(C=CC2)NS(=O)(=O)C)C1)=O N-(3-(6-(4-(3-(2-(3-fluoroazetidin-1-yl)ethyl)ureido)phenyl)-1H-benzo[d]imidazol-1-yl)phenyl)methanesulfonamide